C1(CC1)C1=C(C(=NO1)C=1C(=NC=CC1)C(F)(F)F)CO (5-cyclopropyl-3-(2-(trifluoromethyl)pyridin-3-yl)isoxazol-4-yl)methanol